3,4-dibromofuran BrC1=COC=C1Br